N1(C=NC=C1)C(=O)OC(C)(C)C#N 2-cyanopropan-2-yl imidazole-1-carboxylate